CN(CC(=O)OCC1=CC=CC=C1)S(=O)(=O)C1[N@](C1)C benzyl (S)-N-methyl-N-((1-methylaziridin-2-yl)sulfonyl)glycinate